pyrrolidin-3-yl-1,3-diaza-hexane N1CC(CC1)NCNCCC